(R)-6-(azetidin-1-ylmethyl)-2-(1H-pyrazol-4-yl)-4,5,7,8-tetrahydro-3H-1-thia-5a,8-diazabenzo[cd]azulen-9(6H)-one N1(CCC1)C[C@@H]1N2C=3C(=C(SC3C(NC1)=O)C=1C=NNC1)CCC2